ethyl 1-bromo-2,3,4-tri-O-acetyl-α-D-glucuronate Br[C@@]1(O)[C@H](OC(C)=O)[C@@H](OC(C)=O)[C@H](OC(C)=O)[C@H](O1)C(=O)OCC